ClC1=CC=C(C2=C(C=CC=C12)C(=O)N)C(=O)N 4-chloro-1,8-naphthalenedicarboxamide